N1=C(N=CC=C1)CC 1-(pyrimidine-2-yl)ethane